C1(CC1)CNC(=O)N1CC=2C=C(C(NC2CC1)=O)C(=O)N N6-(cyclopropylmethyl)-2-oxo-1,2,5,6,7,8-hexahydro-1,6-naphthyridine-3,6-dicarboxamide